2-(1,1-dimethylbutyl)-5-methylphenol CC(CCC)(C)C1=C(C=C(C=C1)C)O